C12CN(CC(CC1)N2)C2=C1N=C(NC1=NC(=N2)OCC21CCCN1CCC2)OC2=CC(=CC1=CC=CC(=C21)F)O 4-({6-(3,8-diazabicyclo[3.2.1]octan-3-yl)-2-[(tetrahydro-1H-pyrrolizin-7a(5H)-yl)methoxy]-9H-purin-8-yl}oxy)-5-fluoronaphthalen-2-ol